BrC1=CC=2C(C3=CC(=CC=C3C2C=C1)Br)(CC1=CC=NC=C1)CC1=CC=NC=C1 2,7-dibromo-9,9-bis(4-picolyl)fluorene